C(CCC)N([Si](N(CCCC)CCCC)(N(CCCC)CCCC)N(CCCC)CCCC)CCCC octabutylsilanetetramine